di-(2-hydroxyethyl)propylenediamine OCCN(C(CN)C)CCO